aminobutyric acid-2,2,3,3,4,4-d6 NC(C(C(C(=O)O)([2H])[2H])([2H])[2H])([2H])[2H]